COC1(CN(C1)C1=C(SC=C1)C=O)C 3-(3-methoxy-3-methylazetidin-1-yl)thiophene-2-carbaldehyde